BrC=1C=NN2C1N=C(N=C2NCC2=NC1=C(N2)CCCC1)S(=O)(=O)C 8-bromo-2-(methanesulfonyl)-N-[(4,5,6,7-tetrahydro-1H-benzimidazol-2-yl)methyl]pyrazolo[1,5-a][1,3,5]triazin-4-amine